pyrazine-2-carbonitrile formic acid salt C(=O)O.N1=C(C=NC=C1)C#N